FC(S(=O)(=O)[O-])(F)F.ClC1=CC=C(C=C1)[S+](C1=CC=CC=C1)C1=CC=CC=C1 4-chlorophenyldiphenyl-sulfonium trifluoromethanesulfonate